3-(1-{1-[(3,4-Dichlorophenyl)carbamoyl]piperidin-4-yl}-2-oxo-2,3-dihydro-1H-1,3-benzodiazol-4-yl)benzoic acid ClC=1C=C(C=CC1Cl)NC(=O)N1CCC(CC1)N1C(NC2=C1C=CC=C2C=2C=C(C(=O)O)C=CC2)=O